6-cyclopropyl-N-{5H,6H,7H-pyrazolo[3,2-b][1,3]oxazin-3-yl}pyridine-3-carboxamide C1(CC1)C1=CC=C(C=N1)C(=O)NC=1C=NN2C1OCCC2